tert-butyl (2-(4-bromo-2-oxopyridin-1(2H)-yl)-2-(3-chlorophenyl)ethyl)carbamate BrC1=CC(N(C=C1)C(CNC(OC(C)(C)C)=O)C1=CC(=CC=C1)Cl)=O